1-benzyl-isoquinolineα-linolenic acid C(C1=CC=CC=C1)C1(NC=CC2=CC=CC=C12)CC\C=C/C\C=C/C\C=C/CCCCCCCC(=O)O